8-[(2s,5r)-4-[(4-chloro-2-hydroxyphenyl)methyl]-2,5-dimethylpiperazin-1-yl]-5-methyl-6-oxo-5,6-dihydro-1,5-naphthyridine-2-carbonitrile ClC1=CC(=C(C=C1)CN1C[C@@H](N(C[C@H]1C)C1=CC(N(C=2C=CC(=NC12)C#N)C)=O)C)O